3'-(2-([1,1'-biphenyl]-3-yl)-6-phenylpyrimidin-4-yl)-4'-chloro-N,N-diphenyl-[1,1'-biphenyl]-4-amine C1(=CC(=CC=C1)C1=NC(=CC(=N1)C=1C=C(C=CC1Cl)C1=CC=C(C=C1)N(C1=CC=CC=C1)C1=CC=CC=C1)C1=CC=CC=C1)C1=CC=CC=C1